ClC1=CC=C(C=C1)NC1=NC=CC=C1 N-(4-chlorophenyl)pyridin-2-amine